ClC1=NC=2N(C(=C1)NCC1=NC(=CC=C1)N1N=CC(=C1)[N+](=O)[O-])N=CC2C(C)C 5-chloro-3-isopropyl-N-((6-(4-nitro-1H-pyrazol-1-yl)pyridin-2-yl)methyl)pyrazolo[1,5-a]pyrimidin-7-amine